ClC=1C(=C(C=CC1)[C@H](CCN(C)C)N)F (S)-1-(3-chloro-2-fluorophenyl)-N3,N3-dimethylpropane-1,3-diamine